tert-butyl ((1S,3r)-3-((R)-2-(((benzyloxy)carbonyl)amino)-3-hydroxy-2-methylpropyl)cyclobutyl)carbamate C(C1=CC=CC=C1)OC(=O)N[C@](CC1CC(C1)NC(OC(C)(C)C)=O)(CO)C